tert-butyl ((3-bromo-2,4,6-trifluorophenyl)sulfonyl)(thiazol-4-yl)carbamate BrC=1C(=C(C(=CC1F)F)S(=O)(=O)N(C(OC(C)(C)C)=O)C=1N=CSC1)F